COC=1C=C(C(=O)OC)C=C(C1NC[C@@H]1CNCC1)[N+](=O)[O-] methyl (S)-3-methoxy-5-nitro-4-((pyrrolidin-3-ylmethyl)amino)benzoate